6-(aminomethyl)-2-(2,6-dioxopiperidin-3-yl)-7-fluoro-1-oxoisoindoline-4-carbonitrile NCC=1C=C(C=2CN(C(C2C1F)=O)C1C(NC(CC1)=O)=O)C#N